N=1C=CN2C1N=CC(=C2)C=2C=CN1N=C(N=CC12)C1(CCC(CC1)NC)N 1-(5-(imidazo[1,2-a]pyrimidin-6-yl)pyrrolo[2,1-f][1,2,4]triazin-2-yl)-N4-methylcyclohexane-1,4-diamine